C=C1C2CCC3C45C(CC(C3(C1=O)C2)OC5)CCCC4 6-methylidene-17-oxapentacyclo[7.6.2.15,8.01,11.02,8]octadecan-7-one